C(C)C=CO ETHYLVINYL ALCOHOL